OC1=C(C(=CC(=C1)C(F)(F)F)C)C=1C=NC=2C(N1)=NN(C2)C2[C@H]1CS(C[C@@H]21)(=O)=O (1R,5S,6S)-6-(6-(2-hydroxy-6-methyl-4-(trifluoromethyl)phenyl)-2H-pyrazolo[3,4-b]pyrazin-2-yl)-3-thiabicyclo[3.1.0]hexane 3,3-dioxide